C(#C)C=1C=C(C=CC1)NC1=NC=NC2=CC(=C(C=C12)OCCOC)OCCOC N-(3-ethynylphenyl)-6,7-bis(2-methoxyethoxy)-4-quinazolinamine